CC=1C=NC(=NC1)N1CCCC1 5-methyl-2-(pyrrolidin-1-yl)pyrimidine